C(C)(C)(C)C(C(C)(C)OC(=O)N(C(=O)OC(C)(C)C)CCC(CCC(CCC(CCC(CCCCCCCl)=O)=O)=O)=O)C(C)(C)C di-tert-butyl-(18-chloro-3,6,9,12-tetraoxooctadecyl)bis(t-butoxycarbonyl)amine